CC1(CC2(C3=CC=CC=C3OC=3C=CC=CC23)C2=CC=CC=C12)C 3,3-Dimethyl-2,3-dihydrospiro[indene-1,9'-xanthene]